Cl.CN(CCCN1C(NCC1=O)=S)C 3-[3-(dimethylamino)propyl]-2-thiohydantoin hydrochloride